COC(C[C@@H](C1=CC=CC=C1)O)=O (S)-3-hydroxy-3-phenylpropionic acid methyl ester